3,4-bis[(6Z,15Z)-henicosa-6,15-dien-11-yl] 1-(2-{[4-(dimethylamino)-butanoyl] oxy}ethyl)pyrrolidine-3,4-dicarboxylate CN(CCCC(=O)OCCN1CC(C(C1)C(=O)OC(CCC\C=C/CCCCC)CCC\C=C/CCCCC)C(=O)OC(CCC\C=C/CCCCC)CCC\C=C/CCCCC)C